3-Amino-5-(2-methylpiperazin-1-yl)-2,3-dihydro-1,4-benzodioxine NC1OC2=C(OC1)C=CC=C2N2C(CNCC2)C